FC(C(C(=O)OCC)(CC)C)F ethyl 2-(difluoromethyl)-2-methyl-butyrate